1-(2-Chlorophenyl)-7-cyclopropyl-4-((2-cyclopropylpyridin-4-yl)amino)quinazolin-2(1H)-one ClC1=C(C=CC=C1)N1C(N=C(C2=CC=C(C=C12)C1CC1)NC1=CC(=NC=C1)C1CC1)=O